OC(CCOS(=O)(=O)C1=CC=C(C=C1)C)(C)C 3-Hydroxy-3-methylbutyl-4-methylbenzenesulfonate